1,3,5-Benzene-tricarbonyl trichloride C1(=CC(=CC(=C1)C(=O)Cl)C(=O)Cl)C(=O)Cl